N(=[N+]=[N-])CCC\C=C/CC=1C=C(C=2C3[C@H](C(OC2C1)(C)C)CC=C(C3)C)O (6Ar)-3-[(Z)-6-azidohex-2-enyl]-6,6,9-trimethyl-6a,7,10,10a-tetrahydrobenzo[c]chromen-1-ol